3-(5-(1-benzyl-1H-indazol-3-yl)-1-oxoisoindolin-2-yl)piperidine-2,6-dione C(C1=CC=CC=C1)N1N=C(C2=CC=CC=C12)C=1C=C2CN(C(C2=CC1)=O)C1C(NC(CC1)=O)=O